4-amino-5-bromo-1-((2R,4S,5R)-4-hydroxy-5-(hydroxymethyl)-5-vinyltetrahydrofuran-2-yl)pyrimidin-2(1H)-one NC1=NC(N(C=C1Br)[C@@H]1O[C@]([C@H](C1)O)(C=C)CO)=O